COC(=O)C1(CCCC2=CC=CC=C12)CC1=NC(=NC(=C1[N+](=O)[O-])OCC1=CC=CC=C1)OCC1=CC=CC=C1 1-((2,6-bis(benzyloxy)-5-Nitropyrimidin-4-yl)methyl)-1,2,3,4-tetrahydronaphthalene-1-carboxylic acid methyl ester